2-(2-oxopyrrolidin-1-yl)ethyl methanesulfonate CS(=O)(=O)OCCN1C(CCC1)=O